3,5-difluoro-4-[(4-methoxyphenyl)methoxy]-N-({(1r,4r)-4-[4-(quinoxalin-6-yl)-1H-1,2,3-triazol-1-yl]cyclohexyl}methyl)benzamide FC=1C=C(C(=O)NCC2CCC(CC2)N2N=NC(=C2)C=2C=C3N=CC=NC3=CC2)C=C(C1OCC1=CC=C(C=C1)OC)F